1-(5-((2,6-dichlorobenzyl)oxy)-7-fluoro-2,3-dihydro-1H-inden-1-yl)piperidine-4-carboxylic acid methyl ester COC(=O)C1CCN(CC1)C1CCC2=CC(=CC(=C12)F)OCC1=C(C=CC=C1Cl)Cl